5-(2-aminoethyl)-N-(pyridin-2-ylmethyl)-1,2,4-oxadiazole-3-carboxamide dihydrochloride Cl.Cl.NCCC1=NC(=NO1)C(=O)NCC1=NC=CC=C1